FC(C(C(C(C(=O)OCCC)(F)F)(F)F)(F)F)(F)F Propyl nonafluorovalerate